(S)-2-((2-(2-methyl-1,3-dioxolan-2-yl)pent-4-en-1-yl)amino)malonate CC1(OCCO1)[C@H](CNC(C(=O)[O-])C(=O)[O-])CC=C